ClC=1C=CC(=C(C(=O)OC)C1)C methyl 5-chloro-2-methylbenzoate